N-(3,5-difluorophenyl)-5-((3,5-bistrifluoromethyl-1H-pyrazol-1-yl)methyl)furan-2-carboxamide FC=1C=C(C=C(C1)F)NC(=O)C=1OC(=CC1)CN1N=C(C=C1C(F)(F)F)C(F)(F)F